NC1=NC=NC=2N(C3=CC(=CC=C3C21)OC)CC(=O)OC(C)(C)C tert-butyl 2-(4-amino-7-methoxy-9H-pyrimido[4,5-b]indol-9-yl)acetate